(2S)-2-(aminomethyl)tetrahydropyrrole-1-carboxylic acid-2-methylpropan-2-yl ester CC(C)(C)OC(=O)N1[C@@H](CCC1)CN